1-((2-((S)-amino(4,4-difluorocyclohexyl)methyl)imidazo[1,2-b]pyridazin-7-yl)methyl)-5-fluoro-5-methyltetrahydropyrimidin-2(1H)-one N[C@H](C=1N=C2N(N=CC(=C2)CN2C(NCC(C2)(C)F)=O)C1)C1CCC(CC1)(F)F